[O-2].[Li+].[Ni+2].[Fe+2] iron-nickel lithium oxide